C(C)S\C=C\C1=CC(=CC=C1)C(F)(F)F (E)-ethyl(3-(trifluoromethyl)styryl)sulfane